C(\C=C\C(=O)O)(=O)O.FC1=CC=C2C(=CNC2=C1)CCN1CC(CC1)(O)C 1-[2-(6-fluoro-1H-indol-3-yl)ethyl]-3-methyl-pyrrolidin-3-ol fumarate salt